[Na].C[SiH](C)C.C[SiH](C)C bis(trimethylsilane) sodium